1,4-diethylpyridinium mesylate S(C)(=O)(=O)[O-].C(C)[N+]1=CC=C(C=C1)CC